CS(=O)(C)=NC=1C=CC(=NC1)N1N=CN=C1[C@H](C)NC(C1=CC(=CC(=C1)OC(F)(F)F)C)=O (S)-N-(1-(1-(5-((dimethyl(oxo)-λ6-sulfaneylidene)amino)pyridin-2-yl)-1H-1,2,4-triazol-5-yl)ethyl)-3-methyl-5-(trifluoromethoxy)benzamide